BrC1=CN(C=2C=NN(C(C21)=O)COCC[Si](C)(C)C)C(C(=O)OCC)C ethyl 2-(3-bromo-4-oxo-5-((2-(trimethylsilyl)ethoxy)methyl)-4,5-dihydro-1H-pyrrolo[2,3-d]pyridazin-1-yl)propanoate